tert-Butyl 5-((3-cyano-5,6,7,8-tetrahydroquinolin-8-yl)oxy)-3-iodo-1H-indazole-1-carboxylate C(#N)C=1C=NC=2C(CCCC2C1)OC=1C=C2C(=NN(C2=CC1)C(=O)OC(C)(C)C)I